CC1(CN(CCN1C(=O)C1=CNC(C=C1)=O)[C@H](C(=O)NC1=NC=C(N=C1)OC1=CC=C(C=C1)F)C)C (S)-2-(3,3-dimethyl-4-(6-oxo-1,6-dihydropyridine-3-carbonyl)piperazin-1-yl)-N-(5-(4-fluorophenoxy)pyrazin-2-yl)propanamide